CCCCCCCCCCCCCC/C=C\OC[C@H](COP(=O)([O-])OCC[N+](C)(C)C)OC(=O)CCCCCCC/C=C\CCCCCCC 1-(1Z-hexadecenyl)-2-(9Z-heptadecenoyl)-glycero-3-phosphocholine